FC1=CC=2NC(C=3N(C2N=C1C=1C=CC=C2C(=CNC12)C)C(=NN3)C)(C)C 3-fluoro-6,6,9-trimethyl-2-(3-methyl-1H-indol-7-yl)-5,6-dihydropyrido[3,2-e][1,2,4]triazolo[4,3-a]pyrazine